4-({(3R)-1-[2-(difluoromethoxy)ethyl]piperidin-3-yl}amino)pyrido[3,4-d]pyridazin FC(OCCN1C[C@@H](CCC1)NC=1N=NC=C2C1C=NC=C2)F